3-(1H-1,3-benzodiazol-1-yl)-2-(propylamino)propionic acid N1(C=NC2=C1C=CC=C2)CC(C(=O)O)NCCC